tert-butyl 4-(2-(2-cyanophenoxy)-2,2-difluoroacetamido)piperidine-1-carboxylate C(#N)C1=C(OC(C(=O)NC2CCN(CC2)C(=O)OC(C)(C)C)(F)F)C=CC=C1